C(#N)C1=C(C=NC2=CC(=C(C=C12)F)OC)N(C(OC(C)(C)C)=O)CC(F)(F)F Tert-butyl (4-cyano-6-fluoro-7-methoxyquinolin-3-yl)(2,2,2-trifluoroethyl)carbamate